1-[4-(2,3-dimethylphenyl)piperazin-1-yl]-2-[3-(6-hydroxy-2-azaspiro[3.3]heptane-2-carbonyl)-5,6-dihydrocyclopenta[c]pyrazol-1(4H)-yl]ethan-1-one CC1=C(C=CC=C1C)N1CCN(CC1)C(CN1N=C(C2=C1CCC2)C(=O)N2CC1(C2)CC(C1)O)=O